P(OCCCCCCCC(C)C)(OCCCCCCCC(C)C)OCCCCCCCC(C)C triisoDecyl phosphite